C(CCCCCCCCCCCCC)N1C(=C(C(C2=C(C=C(C=C12)OC)OCC1=CC=CC=C1)=O)OCC1=CC=CC=C1)C1=CC(=C(C=C1)OCC1=CC=CC=C1)OC N-tetradecyl-2-(3-methoxy-4-benzyloxyphenyl)-7-methoxy-3,5-dibenzyloxy-quinolin-4-one